CC=1C(=C(N2N=C(NC(C21)=O)C2=C(C=CC(=C2)S(=O)(=O)N2CCN(CC2)C)OCCC)CCC)C=O 5-methyl-2-(5-((4-methylpiperazin-1-yl)sulfonyl)-2-propoxyphenyl)-4-oxo-7-propyl-3,4-dihydropyrrolo[2,1-f][1,2,4]triazine-6-carbaldehyde